Tert-butyl (2R)-2-[(benzyloxy)methyl]morpholine-4-carboxylate C(C1=CC=CC=C1)OC[C@H]1CN(CCO1)C(=O)OC(C)(C)C